1-oxopropan-2-yl ethanesulfonate C(C)S(=O)(=O)OC(C=O)C